2-(2-chlorophenyl)-N-(2-(2-cyclopropylpropane-2-yl)-4-sulfamoyl-2H-indazol-6-yl)acetamide ClC1=C(C=CC=C1)CC(=O)NC=1C=C(C2=CN(N=C2C1)C(C)(C)C1CC1)S(N)(=O)=O